N-(5-(4-(4,5-difluoro-2-(2-hydroxypropan-2-yl)phenylamino)-1,3,5-triazin-2-ylamino)-4-methoxy-2-(methyl(2-(piperidin-1-yl)ethyl)amino)phenyl)acrylamide FC1=CC(=C(C=C1F)NC1=NC(=NC=N1)NC=1C(=CC(=C(C1)NC(C=C)=O)N(CCN1CCCCC1)C)OC)C(C)(C)O